C(#N)C1=CC=C(C=C1)C1=CC=C2CC3(C(NC2=C1)=O)CN(CC3)C#N 7'-(4-cyanophenyl)-2'-oxo-1',4'-dihydro-2'H-spiro[pyrrolidine-3,3'-quinoline]-1-carbonitrile